O-vinyl carbonate C(OC=C)([O-])=O